O=C1N(CCC(N1)=O)C1=CC=C(CN(C2CCN(CC2)C2=CC(=C(C=C2)NC2=NC=C(C(=C2)NC2=C(C(=O)NC)C=CC=C2)C(F)(F)F)OC)C)C=C1 2-((2-((4-(4-((4-(2,4-dioxotetrahydropyrimidin-1(2H)-yl)benzyl)(methyl)amino)piperidin-1-yl)-2-methoxyphenyl)amino)-5-(trifluoromethyl)pyridin-4-yl)amino)-N-methylbenzamide